BrC1=CC=C(C=C1)[C@H]1CN(CCO1)C(=O)OC(C)(C)C tert-butyl (S)-2-(4-bromophenyl)morpholine-4-carboxylate